1-benzyl-5-methyl-3-phenylquinolin-2(1H)-one C(C1=CC=CC=C1)N1C(C(=CC2=C(C=CC=C12)C)C1=CC=CC=C1)=O